methyl 4-(2-((tert-butyldimethylsilyl)oxy)-1-hydroxyethyl)-2-methylbenzoate [Si](C)(C)(C(C)(C)C)OCC(O)C1=CC(=C(C(=O)OC)C=C1)C